1-bromo-2-(ethylsulfonyl)benzene BrC1=C(C=CC=C1)S(=O)(=O)CC